ClC1=CC=C(C=C1)C=1N=NC(=C2C1C=NC=C2)NC[C@@H](C)O |r| rac-(2R)-1-[[4-(4-chlorophenyl)pyrido[3,4-d]pyridazin-1-yl]amino]propan-2-ol